C(C1=CC=CC=C1)N1C[C@H]2CC[C@@H](C1)C2NC=2C=C(SC2Cl)S(=O)(=O)NC2=NC(=CC=C2)F 4-(((1R,5S,8s)-3-benzyl-3-azabicyclo[3.2.1]oct-8-yl)amino)-5-chloro-N-(6-fluoropyridin-2-yl)thiophene-2-sulfonamide